(4-Chloro-6-(8-oxa5-azaspiro[3.5]nonan-5-yl)picolinamido)2-methylbenzoic acid ClC1=CC(=NC(=C1)N1C2(CCC2)COCC1)C(=O)NC=1C(=C(C(=O)O)C=CC1)C